N1(CCOCC1)CCCCC(=O)N 5-(morpholin-4-yl)pentanamide